COC=1C=C(C(=O)O)C=CC1N(C(CN(S(=O)(=O)C1=C(C(=C(C(=C1F)F)F)F)F)CC=1C=NC=CC1C(F)(F)F)=O)CC1=CC2=CC=CC=C2C=C1 3-methoxy-4-(N-(naphthalen-2-ylmethyl)-2-(N-((4-(trifluoromethyl)pyridin-3-yl)methyl)-(2,3,4,5,6-pentafluoro-phenyl)sulfonamido)acetamido)benzoic acid